C1(CCCCC1)C(C)N1N=CC(=C1C(=O)OCC)C(F)(F)F ethyl 1-(1-cyclohexylethyl)-4-(trifluoromethyl)-1H-pyrazole-5-carboxylate